C(ON[C@H]1CNCC[C@H]1O)(OC(C)(C)C)=O ((3S,4R)-4-hydroxypiperidin-3-yl)amino tert-butyl carbonate